(R)-5-((((2',2''-dichloro-3''-(6-methoxy-5-(((((R)-5-oxopyrrolidin-2-yl)methyl)amino)methyl)pyridin-2-yl)-3-phenethyl-[1,1':3',1''-terphenyl]-4-yl)methyl)amino)methyl)pyrrolidin-2-one ClC1=C(C=CC=C1C1=C(C(=CC=C1)C1=NC(=C(C=C1)CNC[C@@H]1NC(CC1)=O)OC)Cl)C1=CC(=C(C=C1)CNC[C@H]1CCC(N1)=O)CCC1=CC=CC=C1